6-{[(2E)-3,7-dimethylocta-2,6-dien-1-yl]oxy}oxane-3,4,5-triol C\C(=C/COC1C(C(C(CO1)O)O)O)\CCC=C(C)C